CN1CC(CC1)CNC=1N=C(C2=C(N1)CN(C2)C#N)C2=CC=CC=C2 2-(((1-methylpyrrolidin-3-yl)methyl)amino)-4-phenyl-5,7-dihydro-6H-pyrrolo[3,4-d]pyrimidine-6-carbonitrile